C(C1=CC=CC=C1)N(C(=O)C1=NOC(=N1)C1=CC(=CC=C1)[C@](C1=CC=C(C=C1)OC(F)(F)F)(O)C1(CN(C1)C)C)C (S)-5-{3-[(1,3-Dimethyl-azetidin-3-yl)-hydroxy-(4-trifluoromethoxy-phenyl)-methyl]-phenyl}-[1,2,4]oxadiazole-3-carboxylic acid benzyl-methyl-amide